ClC1=C(C(C(=O)NC2=C(C=C(C=C2)C(C(F)(F)F)(C(F)(F)F)F)C)=CC=C1)C(=O)N[C@@H](CS(=O)(=O)C)C (R)-3-Chloro-N1-{2-methyl-4-[1,2,2,2-tetrafluoro-1-(trifluoromethyl)ethyl]phenyl}-N2-(1-methyl-2-methyl-sulfonylethyl)phthalamid